N-(1-methyl-1H-imidazol-4-yl)-2-(2-(pyridin-2-yl)pyrrolidin-1-yl)furo[3,2-d]pyrimidin-4-amine CN1C=NC(=C1)NC=1C2=C(N=C(N1)N1C(CCC1)C1=NC=CC=C1)C=CO2